4-bromo-3-(2-methoxyethoxy)-2-nitropyridine BrC1=C(C(=NC=C1)[N+](=O)[O-])OCCOC